OS(=O)(=O)C(F)(F)F.C1(C=2C(C(N1)=O)=CC=CC2)=O phthalimid triflate